6-(2,2,2-trifluoroethyl)-4,6-diazaspiro[2.4]heptane-5,7-dione FC(CN1C(NC2(CC2)C1=O)=O)(F)F